Ethyl N2,N6-bis(methoxycarbonyl)lysinate COC(=O)N[C@@H](CCCCNC(=O)OC)C(=O)OCC